2-fluoro-3-(prop-1-yn-1-yl)-4-(trifluoromethyl)aniline FC1=C(N)C=CC(=C1C#CC)C(F)(F)F